C(C)C(C=O)=CC(CCCC)CC 2,4-diethyloctenal